OC[C@@]1(OC2=C(C1)C=C(C(=C2)N2[C@@H]1CN([C@H](C2)C1)CC(F)(F)F)NC(=O)C=1C=NN2C1N=CC=C2)C N-((R)-2-(hydroxymethyl)-2-methyl-6-((1S,4S)-5-(2,2,2-trifluoroethyl)-2,5-diazabicyclo[2.2.1]heptan-2-yl)-2,3-dihydrobenzofuran-5-yl)pyrazolo[1,5-a]pyrimidine-3-carboxamide